(R)-N-(2,5-dimethyl-[1,2,4]triazolo[1,5-a]pyrimidin-6-yl)-4-(3-methylpiperazin-1-yl)-2,3-dihydro-1H-pyrrolo[2,3-b]pyridine-1-carboxamide hydrochloride Cl.CC1=NN2C(N=C(C(=C2)NC(=O)N2CCC=3C2=NC=CC3N3C[C@H](NCC3)C)C)=N1